5-((3R,5S)-4-((5-bromopyridin-2-yl)methyl)-3,5-dimethylpiperazin-1-yl)quinoline-8-carbonitrile BrC=1C=CC(=NC1)CN1[C@@H](CN(C[C@@H]1C)C1=C2C=CC=NC2=C(C=C1)C#N)C